potassium hydrogen phthalate-HCl Cl.C(C=1C(C(=O)[O-])=CC=CC1)(=O)O.[K+]